5-(3-(3-fluorophenyl)-2-methyloctan-2-yl)benzene-1,3-diol FC=1C=C(C=CC1)C(C(C)(C)C=1C=C(C=C(C1)O)O)CCCCC